7-(pentan-2-yl)-1,2,3,5-tetrahydro-s-indacene CC(CCC)C1=CCC=2C=C3CCCC3=CC12